N-((7-(5-(difluoromethyl)-1,3,4-oxadiazol-2-yl)imidazo[1,2-a]pyridin-2-yl)methyl)-N-phenyl-1-(pyridin-2-yl)azetidine-3-carboxamide FC(C1=NN=C(O1)C1=CC=2N(C=C1)C=C(N2)CN(C(=O)C2CN(C2)C2=NC=CC=C2)C2=CC=CC=C2)F